(6-((2-((2-ethoxy-5-(trifluoromethyl)phenyl)amino)-7H-pyrrolo[2,3-d]pyrimidin-4-yl)amino)quinoxalin-5-yl)dimethylphosphine oxide C(C)OC1=C(C=C(C=C1)C(F)(F)F)NC=1N=C(C2=C(N1)NC=C2)NC=2C(=C1N=CC=NC1=CC2)P(C)(C)=O